Cl.CC1=C2CC[C@H](C2=CC=C1)N (R)-4-Methyl-indan-1-ylamine hydrochloride